(1S,3R,5R)-3-amino-2-fluoro-8-azabicyclo[3.2.1]octane-8-carboxylic acid tert-butyl ester C(C)(C)(C)OC(=O)N1[C@@H]2C([C@@H](C[C@H]1CC2)N)F